(2-bromo-4-((dimethylamino)methyl)phenyl)methanol BrC1=C(C=CC(=C1)CN(C)C)CO